BrN1C(NC2=C1C=CC=C2)C2=CC=CC=C2 3-bromo-2-phenyl-1H-benzo[d]imidazole